(R)-2-(4-((1-methylpiperidin-3-yl)amino)-7,8-dihydro-5H-pyrano[3,4-d]pyridazin-1-yl)phenol CN1C[C@@H](CCC1)NC=1N=NC(=C2C1COCC2)C2=C(C=CC=C2)O